COC([C@@H](NC)C[SeH])=O methyl-selenocysteine methyl ester